1,5-dimethyl-1H-pyrazole-3-carboxylic acid ethyl-Acetate (Ethyl-Acetate) C(C)CC(=O)O.C(C)OC(C)=O.CN1N=C(C=C1C)C(=O)O